ClC=1C(=C(C#N)C=C(C1)N1C=CC2=CC(=CC=C12)OCC1=NC(=NC=C1)S(=O)(=O)C)OCCCl 3-chloro-2-(2-chloroethoxy)-5-(5-((2-(methylsulfonyl)pyrimidin-4-yl)methoxy)-1H-indol-1-yl)benzonitrile